C(CC)OC1(C(C=O)C=CC(=C1)OCCC)C=O 2,4-dipropoxyphthalaldehyde